C(C1=CC=CC=C1)[C@@]1([C@@H]([C@@H](OCC2=CC=CC=C2)[C@@H](OCC2=CC3=CC=CC=C3C=C2)[C@@H](O1)C(=O)[O-])NC(C)=O)O[C@@H]1[C@H]([C@H](OCC=C)O[C@@H]([C@@H]1N=[N+]=[N-])C)NC(C(Cl)(Cl)Cl)=O Allyl (benzyl 2-acetamido-3-O-benzyl-2-deoxy-4-O-(2-naphthylmethyl)-α-L-altropyranosyluronate)-(1→3)-4-azido-2,4,6-trideoxy-2-trichloroacetamido-β-D-galactopyranoside